C(C)(C)=C(C(C(O)=C(C)C)O)O Di-isopropylideneGlycerol